C(C)(C)(C)C=1C=C(C=C(C1O)C(C)(C)C)N1C(N(C(N(C1=O)C1=CC(=C(C(=C1)C(C)(C)C)O)C(C)(C)C)=O)C1=CC(=C(C(=C1)C(C)(C)C)O)C(C)(C)C)=O 1,3,5-tris(3,5-di-tert-butyl-4-hydroxyphenyl)-s-triazine-2,4,6(1H,3H,5H)trione